OC(CNCC=1C=C(C2=C(N=C(O2)C2=CC(=CC(=N2)NCCCC#N)C2=C(C=CC=C2)C2=NN=CN2C)C1)C(F)(F)F)(C)C 4-((6-(5-(((2-Hydroxy-2-methylpropyl)amino)methyl)-7-(trifluoromethyl)benzo[d]oxazol-2-yl)-4-(2-(4-methyl-4H-1,2,4-triazol-3-yl)phenyl)pyridin-2-yl)amino)butanenitrile